C(C1=CC=CC=C1)OCCOCCN1N=NC2=C1C=CC(=C2C)/C=C/C(=O)OCC ethyl (E)-3-[1-[2-(2-benzyloxyethoxy)ethyl]-4-methyl-benzotriazol-5-yl]prop-2-enoate